(4-dimethylaminophenyl)(2-hydroxyphenyl)(4-bromophenyl)methane CN(C1=CC=C(C=C1)C(C1=CC=C(C=C1)Br)C1=C(C=CC=C1)O)C